FC(C=1C=C(C=C(C1)F)CO)F (3-(difluoromethyl)-5-fluorophenyl)methanol